C(C)OC(=O)C1=C(OC2=CC(=CC=C2[C@H]1C=1C=NC=CC1)O)NC(C)=O |r| (±)-Ethyl-2-acetamido-7-hydroxy-4-(pyridin-3-yl)-4H-chromene-3-carboxylate